S1C(=NC=C1)COC(N)=O carbamic acid thiazol-2-ylmethyl ester